BrC1=C(N)C(=CC(=C1F)F)C(C)C 2-bromo-3,4-difluoro-6-isopropylaniline